(3-carbamoyl-bicyclo[1.1.1]pent-1-yl)carbamic acid tert-butyl ester C(C)(C)(C)OC(NC12CC(C1)(C2)C(N)=O)=O